NC=1NC(C=2N=CN(C2N1)[C@@H]1OC([C@H]([C@H]1O)O)(CO)CO)=O 2-amino-9-[(2R,3R,4S)-3,4-dihydroxy-5,5-bis(hydroxymethyl)-tetrahydrofurane-2-yl]-1H-purin-6-one